2-Methyl-5-((1-methylazetidin-2-yl)methoxy)-N-(1-(7-(5-methylfuran-2-yl)quinolin-5-yl)cyclopropyl)benzamide CC1=C(C(=O)NC2(CC2)C2=C3C=CC=NC3=CC(=C2)C=2OC(=CC2)C)C=C(C=C1)OCC1N(CC1)C